1-(1-(hydroxymethyl)cycloPropyl)-N,N-bis(4-methoxybenzyl)-1H-pyrazole-4-sulphonamide OCC1(CC1)N1N=CC(=C1)S(=O)(=O)N(CC1=CC=C(C=C1)OC)CC1=CC=C(C=C1)OC